ethyl ((S)-1-(3-hydroxyphenyl)butan-2-yl)(methyl)phosphinate OC=1C=C(C=CC1)C[C@H](CC)P(OCC)(=O)C